ClC1=C(C=C2C=C(N=CC2=C1)NC(=O)[C@@H]1[C@@H](C1C=1C=NN(C1)C)CC)[C@H](COC)C (1R,2R)-N-(7-chloro-6-((R)-1-methoxypropan-2-yl)isoquinolin-3-yl)-2-ethyl-3-(1-methyl-1H-pyrazol-4-yl)cyclopropane-1-carboxamide